BrC1=NNC2=C1N=C(N=C2C2=CC=NC=C2)N2CCOCC2 4-(3-bromo-7-(pyridin-4-yl)-1H-pyrazolo[4,3-d]pyrimidin-5-yl)morpholine